1-(4-(ethylsulfonimidoyl)-2-(1H-indol-2-yl)phenyl)-3-(trifluoromethyl)azetidine-3-carbonitrile C(C)S(=O)(=N)C1=CC(=C(C=C1)N1CC(C1)(C#N)C(F)(F)F)C=1NC2=CC=CC=C2C1